OC1=C(C=CC=C1)C=1N=NC2=CC(=CC=C2C1)C1CC2(CC(C2)C=2N=NN(C2)[C@H](C(=O)O)C(C)C)C1 (2S)-2-(4-{6-[3-(2-hydroxyphenyl)cinnolin-7-yl]spiro[3.3]heptan-2-yl}-1,2,3-triazol-1-yl)-3-methylbutanoic acid